2-(4,4-dimethyl-1-piperidinyl)-8-(1-hydroxyethyl)-3,6-dimethyl-chromen-4-one CC1(CCN(CC1)C=1OC2=C(C=C(C=C2C(C1C)=O)C)C(C)O)C